glycidyl crotonate (glycidyl crotonate) C(C1CO1)/C(/C(=O)O)=C\C.C(\C=C\C)(=O)OCC1CO1